7-Chloro-N-(2-((1S,3S,5S)-3-cyano-2-azabicyclo[3.1.0]hexan-2-yl)-2-oxoethyl)-quinoline-4-carboxamide ClC1=CC=C2C(=CC=NC2=C1)C(=O)NCC(=O)N1[C@H]2C[C@H]2C[C@H]1C#N